methyl-1-phenylcyclopropane CC1(CC1)C1=CC=CC=C1